BrC1=CC=C(C=C1)C1=CC(=CC(=C1)C(C)(C)C)C1=CC=CC=C1 4-bromo-5'-(tert-butyl)-1,1':3',1''-terphenyl